C(C)C(C(=O)O[C@@H](C)C1=C(C=CC=C1)N)(C)O/N=C/C1=C(C=C(C(=C1)N1C(N(C(=CC1=O)C(F)(F)F)C)=O)F)Cl (S)-1-(2-aminophenyl)ethanol ethyl-2-{[(E)-{2-chloro-4-fluoro-5-[3-methyl-2,6-dioxo-4-(trifluoromethyl)-3,6-dihydropyrimidin-1(2H)-yl]benzylidene}amino]oxy}propanoate